(R)-(2-(Oxetane-3-carbonyl)-2-azaspiro[3.4]octan-6-yl)carbamic acid benzyl ester C(C1=CC=CC=C1)OC(N[C@H]1CC2(CN(C2)C(=O)C2COC2)CC1)=O